tert-butyl (S)-(1-hydroxy-3-(1-tosyl-1H-indazol-5-yl)propan-2-yl)carbamate OC[C@H](CC=1C=C2C=NN(C2=CC1)S(=O)(=O)C1=CC=C(C)C=C1)NC(OC(C)(C)C)=O